(2s,3s,4r)-1-(α-D-galactopyranosyl)-2-hexacosanoylaminooctadecane-3,4-diol [C@H]1([C@H](O)[C@@H](O)[C@@H](O)[C@H](O1)CO)C[C@@H]([C@@H]([C@@H](CCCCCCCCCCCCCC)O)O)NC(CCCCCCCCCCCCCCCCCCCCCCCCC)=O